(R)-N-(4-(chlorodifluoromethoxy)phenyl)-5-(1-(5-fluoropyrimidin-2-yl)-1,4-dihydropyrazolo[3',4':3,4]cyclopenta[1,2-b]pyridin-7-yl)-6-(3-fluoropyrrolidin-1-yl)nicotinamide ClC(OC1=CC=C(C=C1)NC(C1=CN=C(C(=C1)C=1C=C2C(=NC1)CC1=C2N(N=C1)C1=NC=C(C=N1)F)N1C[C@@H](CC1)F)=O)(F)F